ClC1=CC(=C(C=C1F)N1CCN(CC1)C1CCN(CC1)C1=CC(=C(C=C1F)NC1C(NC(CC1)=O)=O)OC)F 3-((4-(4-(4-(4-Chloro-2,5-difluorophenyl)piperazin-1-yl)piperidin-1-yl)-5-fluoro-2-methoxyphenyl)amino)piperidine-2,6-dione